(S)-2-(2-acetamidothiazole-5-carboxamido)-N1-(1-(2-(bicyclo[1.1.1]pentan-1-ylamino)-2-oxoethyl)-2-oxo-1,2-dihydropyridin-3-yl)-N6-methyl-5-oxohexanediamide C(C)(=O)NC=1SC(=CN1)C(=O)N[C@H](C(=O)NC=1C(N(C=CC1)CC(=O)NC12CC(C1)C2)=O)CCC(C(=O)NC)=O